(3E)-4-(3,5-difluorophenyl)but-3-enoic acid FC=1C=C(C=C(C1)F)/C=C/CC(=O)O